OC(CCCC(=O)O)CCCCCCCCCCCCCCCCCCCCCCC 5-Hydroxy-octacosanoic acid